OC(CNC(=O)C1=NC=C(N=C1)NC1=NN2C(C=C(C=C2)C=2N(N=CC2OC[C@@H]2N(CC2)C)C)=C1)(C)C N-(2-hydroxy-2-methyl-propyl)-5-[[5-[2-methyl-4-[[(2R)-1-methylazetidin-2-yl]methoxy]pyrazol-3-yl]pyrazolo[1,5-a]pyridin-2-yl]amino]pyrazine-2-carboxamide